β-D-(+)-Glucose C([C@@H]1[C@H]([C@@H]([C@H]([C@@H](O1)O)O)O)O)O